BrC=1SC(=CC1C=C1C(C2=CC=CC=C2C1=O)=O)Br 2-((2,5-dibromothiophene-3-yl)methylene)-1H-indene-1,3(2H)-dione